methyl ((1-((2-(3,5-dichlorophenyl)-6-((6-(piperazin-1-yl)pyridin-3-yl)oxy)pyridin-4-yl)methyl)-4-hydroxypiperidin-4-yl)methyl)carbamate ClC=1C=C(C=C(C1)Cl)C1=NC(=CC(=C1)CN1CCC(CC1)(O)CNC(OC)=O)OC=1C=NC(=CC1)N1CCNCC1